N-(5-(2-(2,2-dimethylpyrrolidin-1-yl)acetamido)-2-methylpyridin-3-yl)-2-(1-(2-hydroxyethyl)-1H-pyrazol-4-yl)pyrazolo[5,1-b]thiazole-7-carboxamide CC1(N(CCC1)CC(=O)NC=1C=C(C(=NC1)C)NC(=O)C=1C=NN2C1SC(=C2)C=2C=NN(C2)CCO)C